tert-butyl 3-((3-(tert-pentyl)isoxazol-5-yl)carbamoyl)-4,7-dihydrothieno[2,3-c]pyridine-6(5H)-carboxylate C(C)(C)(CC)C1=NOC(=C1)NC(=O)C1=CSC=2CN(CCC21)C(=O)OC(C)(C)C